6-chloro-3-methyl-1H-indole ClC1=CC=C2C(=CNC2=C1)C